NC=1C(=NC2=CC3=C(C=C2C1)COC3)C(C)(C)O 2-(3-amino-6,8-dihydrofuro[3,4-g]quinolin-2-yl)propan-2-ol